1-(4-iodopyridin-2-yl)ethane-1,2-diamine IC1=CC(=NC=C1)C(CN)N